C(C)OC(=O)C=1N=C2N(C3=C(C(=NC2)C2=C(C=CC=C2F)F)C(=C(C=C3)Cl)Cl)C1 7,8-dichloro-6-(2,6-difluorophenyl)-4H-benzo[f]imidazo[1,2-a][1,4]diazepine-2-Formic acid ethyl ester